1,5-dimethyl-6-thioxo-[1,3,5]Triazinane CN1CNCN(C1=S)C